(3-methoxypropyl)-2,2-dimethyl-4-(3-methyl-2-oxo-1,3-benzoxazol-6-yl)piperazine-1-carboxamide COCCCC1C(N(CCN1C1=CC2=C(N(C(O2)=O)C)C=C1)C(=O)N)(C)C